O=C1NCC(OC12CC2)C2CN(C2)C(=O)OC(C)(C)C tert-Butyl 3-(8-oxo-4-oxa-7-azaspiro[2.5]octan-5-yl)azetidine-1-carboxylate